Hydroxykaempferol OC1=C(C=2C(C(=C(OC2C=C1O)C1=CC=C(O)C=C1)O)=O)O